((4-(((6-(4-(tert-butyl)phenoxy)pyridin-3-yl)carbamoyl)oxy)-5,5-dimethylhexanamido)-methylene)bis(phosphonic acid) C(C)(C)(C)C1=CC=C(OC2=CC=C(C=N2)NC(=O)OC(CCC(=O)NC(P(O)(O)=O)P(O)(O)=O)C(C)(C)C)C=C1